2-[6-(Azetidin-3-yl)-3-methylimidazo[1,5-a]pyridin-8-yl]-5-fluoro-N-methyl-N-(isopropyl)benzamide N1CC(C1)C=1C=C(C=2N(C1)C(=NC2)C)C2=C(C(=O)N(C(C)C)C)C=C(C=C2)F